N-((1S)-1-{[((1S)-3-hydroxy-2-oxo-1-{[(3S)-2-oxopyrrolidin-3-yl]methyl}propyl)amino]carbonyl}-3-methylbutyl)-4-methoxy-1H-indole-2-carboxamide, hydrate O.OCC([C@H](C[C@H]1C(NCC1)=O)NC(=O)[C@H](CC(C)C)NC(=O)C=1NC2=CC=CC(=C2C1)OC)=O